3-((4-(4-fluoro-2-(1-hydroxyethyl)phenyl)pyridin-3-yl)methyl)-1-methyl-1H-pyrazole-5-carbonitrile FC1=CC(=C(C=C1)C1=C(C=NC=C1)CC1=NN(C(=C1)C#N)C)C(C)O